diphenyl[(biphenyl-yl)dibenzothiophenyl]triazine C1(=CC=CC=C1)C1=C(C(=NN=N1)C1=C(C=CC=2SC3=C(C21)C=CC=C3)C3=C(C=CC=C3)C3=CC=CC=C3)C3=CC=CC=C3